C(CCCCCCC)C1=CC(=NC=C1)C1=NC=CC(=C1)CCCCCCCC 4,4'-dioctyl-2,2'-bipyridine